Cl.Cl.ClC1=CC=C(C=C1)C=1N=C2N(C=CC=C2)C1CN1CC2CCC(C1)N2 3-{[2-(4-Chlorophenyl)imidazo-[1,2-a]pyridin-3-yl]methyl}-3,8-diazabicyclo[3.2.1]octan-Dihydrochlorid